(R)-1-(3-(methyl(8-((3-methyl-4-((1-methyl-1H-benzo[d][1,2,3]triazol-5-yl)oxy)phenyl)amino)pyrimido[5,4-d]pyrimidin-2-yl)amino)piperidin-1-yl)prop-2-en-1-one CN([C@H]1CN(CCC1)C(C=C)=O)C=1N=CC2=C(N1)C(=NC=N2)NC2=CC(=C(C=C2)OC2=CC1=C(N(N=N1)C)C=C2)C